N,N'-Toluene-1,4-diylbis[2-(4-tert-butylphenoxy)acetamide] CC1(CC=C(C=C1)NC(COC1=CC=C(C=C1)C(C)(C)C)=O)NC(COC1=CC=C(C=C1)C(C)(C)C)=O